ClC(C(=O)C1=CC(=CC=C1)Cl)C 2-chloro-1-(3-chlorophenyl)propan-1-one